O=C1N(CCC(N1)=O)C1=CC(=C(CN2CCN(CC2)C2=CC=C3CN(C(C3=C2)=O)C(C(=O)NC=2SC=CN2)C2=C(C=CC(=C2)F)O)C=C1)F 2-(6-(4-(4-(2,4-dioxotetrahydropyrimidin-1(2H)-yl)-2-fluorobenzyl)piperazin-1-yl)-1-oxoisoindolin-2-yl)-2-(5-fluoro-2-hydroxyphenyl)-N-(thiazol-2-yl)acetamide